N4-(2-fluoro-4-((1-(2-methoxypyrimidin-5-yl)-1H-pyrazol-3-yl)oxy)phenyl)-7-methoxy-N6-(piperidin-4-yl)quinazoline-4,6-diamine FC1=C(C=CC(=C1)OC1=NN(C=C1)C=1C=NC(=NC1)OC)NC1=NC=NC2=CC(=C(C=C12)NC1CCNCC1)OC